COC=1C=C2C(=NC=NC2=CC1OC)C=1C=CC(=NC1)CNS(=O)(=O)N N-((5-(6,7-dimethoxyquinazolin-4-yl)pyridin-2-yl)methyl)sulfamide